sodium epoxypropane sulfate S(=O)(=O)([O-])[O-].C1C(C)O1.[Na+].[Na+]